C(C)(C)(C)OC(=O)N[C@H](C(=O)OCC#N)CC=1C=C2C(=NN(C2=CC1)C)C#N cyanomethyl (S)-2-((tert-butoxy-carbonyl)amino)-3-(3-cyano-1-meth-yl-1H-indazol-5-yl)propanoate